FC1=C(C=C(C=C1)CC1=NNC(C2=CC=CC=C12)=O)C1=CC2=C(NC(=N2)NC(OCC2=CC=CC=C2)=O)C=C1 Benzyl (5-(2-fluoro-5-((4-oxo-3,4-dihydrophthalazin-1-yl)methyl)phenyl)-1H-benzoimidazol-2-yl)carbamate